CC=1C=C(C=NC1)[C@H]1N(OCC1)C(=O)OC(C)(C)C Tert-butyl (S)-3-(5-methylpyridin-3-yl)isoxazolidine-2-carboxylate